BrC1=C(C=C2C(CC=NC2=C1)(C)C)F 7-bromo-6-fluoro-4,4-dimethyl-3,4-dihydroquinoline